5-bromo-3-chloropyridazine BrC=1C=C(N=NC1)Cl